C(=O)(OC(C)(C)C)NNC(C(=O)O)(CCC1=CC=C(C=C1)C(=O)OC)C 2-(2-Boc-hydrazino)-4-(4-methoxycarbonylphenyl)-2-methylbutanoic acid